bis(3,5-di-t-butylphenyl)amine C(C)(C)(C)C=1C=C(C=C(C1)C(C)(C)C)NC1=CC(=CC(=C1)C(C)(C)C)C(C)(C)C